(2S,3R,4S)-2-((2-chloro-6-((3-bromobenzyl)amino)-9H-purin-9-yl)methyl)tetrahydrothiophene-3,4-diol ClC1=NC(=C2N=CN(C2=N1)C[C@@H]1SC[C@H]([C@H]1O)O)NCC1=CC(=CC=C1)Br